C(#N)C=1C=NN2C1C(=CC(=C2)C=2C=NN(C2C)C2CCN(CC2)C(=O)OC(C)(C)C)SC2=CC(N(C=C2)COCC[Si](C)(C)C)=O t-Butyl 4-[4-[3-cyano-4-[[2-oxo-1-(2-trimethylsilylethoxymethyl)-4-pyridyl]sulfanyl]pyrazolo[1,5-a]pyridin-6-yl]-5-methyl-pyrazol-1-yl]piperidine-1-carboxylate